N-((4-ethynyl-2,6-dimethoxyphenyl)sulfonyl)-5-(1H-pyrazol-1-yl)quinoline-2-carboxamide C(#C)C1=CC(=C(C(=C1)OC)S(=O)(=O)NC(=O)C1=NC2=CC=CC(=C2C=C1)N1N=CC=C1)OC